4-[3-(3,4-dimethoxyphenyl)-1,2,4-thiadiazol-5-yl]Piperidine-1-carboxylic acid tert-butyl ester C(C)(C)(C)OC(=O)N1CCC(CC1)C1=NC(=NS1)C1=CC(=C(C=C1)OC)OC